tris(2,2-di-tert-butylphenyl) phosphite P(OC1C(C=CC=C1)(C(C)(C)C)C(C)(C)C)(OC1C(C=CC=C1)(C(C)(C)C)C(C)(C)C)OC1C(C=CC=C1)(C(C)(C)C)C(C)(C)C